tert-butyl 4-(5-bromotriazolo[4,5-b]pyridin-2-yl)piperidine-1-carboxylate BrC=1C=CC=2C(N1)=NN(N2)C2CCN(CC2)C(=O)OC(C)(C)C